ClC1=C(C(=O)O)C=C(C=C1)N1C=NN=C1 2-chloro-5-[1,2,4]triazol-4-yl-benzoic acid